FC1=C(C=CC(=C1F)C)B(O)O (2,3-difluoro-4-methylphenyl)boronic acid